9-((1-(but-2-ynoyl)piperidin-4-yl)oxy)-3-(3-ethynylphenyl)-8-methoxy-1H-pyrimido[4,5,6-de]quinazolin-2(3H)-one C(C#CC)(=O)N1CCC(CC1)OC=1C(=CC=2C3=C(N(C(NC13)=O)C1=CC(=CC=C1)C#C)N=CN2)OC